5-(1-((1r,4r)-4-(cyanomethyl)cyclohexyl)-1,6-dihydroimidazo[4,5-d]Pyrrolo[2,3-b]Pyridin-2-yl)picolinic acid C(#N)CC1CCC(CC1)N1C(=NC=2C1=C1C(=NC2)NC=C1)C=1C=CC(=NC1)C(=O)O